[Na].P(=O)(O)(O)[O-].[NH4+] ammonium dihydrogen phosphate, sodium salt